bromopropyl-triphenyl-phosphonium bromide [Br-].BrCCC[P+](C1=CC=CC=C1)(C1=CC=CC=C1)C1=CC=CC=C1